NC1=NOC2=C1C(=CC(=C2)CN2N=CC(=C2)CNC(OC(C)(C)C)=O)OC2CC2 tert-butyl ((1-((3-amino-4-cyclopropoxybenzo[d]isoxazol-6-yl)methyl)-1H-pyrazol-4-yl)methyl)carbamate